C(C=C)(=O)ON1[C@@H]([C@H](CC1)OC)COC=1C=NC=NC1N 5-(((2R,3S)-1-acryloyloxy-3-methoxypyrrolidin-2-yl)methoxy)-6-aminopyrimidine